2-bromo-4-chloro-1-(trifluoromethyl)benzene BrC1=C(C=CC(=C1)Cl)C(F)(F)F